COC=1C(=CC2=CN(N=C2C1)[C@H]1[C@H](C[C@H](CC1)N(C(C)=O)C)C)C(=O)NC=1C(N(C=CC1)C)=O |o1:11,12,14| rel-6-Methoxy-N-(1-methyl-2-oxo-1,2-dihydropyridin-3-yl)-2-((1R,2S,4S)-2-methyl-4-(N-methylacetamido)cyclohexyl)-2H-indazole-5-carboxamide